(E)-1-(4-Hydroxyphenyl)-3-[4-(2,2,3,3,3-pentafluoropropoxy)phenyl]prop-2-en-1-one OC1=CC=C(C=C1)C(\C=C\C1=CC=C(C=C1)OCC(C(F)(F)F)(F)F)=O